3-acetamido-5-furancarboxylic acid methyl ester COC(=O)C1=CC(=CO1)NC(C)=O